O=C1C(=CN=C2N1C=CC=C2)C(=O)O 4-Oxo-4H-pyrido[1,2-a]pyrimidine-3-carboxylic acid